1-(3-methoxybenzyl)-4-(piperazin-1-yl)-2-(trifluoromethyl)-1H-indole COC=1C=C(CN2C(=CC3=C(C=CC=C23)N2CCNCC2)C(F)(F)F)C=CC1